CC=1N=C2N(C=CC(=C2)C)C1CN (2,7-dimethylimidazo[1,2-a]pyridin-3-yl)methylamine